3-ethyl-3-(octoxymethyl)oxetane C(C)C1(COC1)COCCCCCCCC